1-(6-fluoro-5-bromo-1H-indol-3-yl)-3-(4-((trifluoromethyl)thio)phenyl)urea FC1=C(C=C2C(=CNC2=C1)NC(=O)NC1=CC=C(C=C1)SC(F)(F)F)Br